2-methyl-1,2,3-triazol-4-amine CN1N=CC(=N1)N